C(C)(C)(C)OC(=O)N1[C@@H](CCC1)CN(C(=O)OC)C1(CC1)C1=CC(=C(C=C1)F)OC(F)(F)F.COC=1C=C(C=CC1)CC(=O)C 1-(3-methoxyphenyl)acetone tert-butyl-(S)-2-(((1-(4-fluoro-3-(trifluoromethoxy)phenyl)cyclopropyl)(methoxycarbonyl)amino)methyl)pyrrolidine-1-carboxylate